(R)-(6-(4-(2-(2,2-difluoroethoxy)phenyl)piperidin-1-yl)-2-azaspiro[3.4]octan-2-yl)(oxetan-3-yl)methanone FC(COC1=C(C=CC=C1)C1CCN(CC1)[C@H]1CC2(CN(C2)C(=O)C2COC2)CC1)F